6-Chloro-1-(benzenesulfonyl)-3-(2-(2,2,2-trifluoroethoxy)-5-(trifluoromethyl)pyrimidin-4-yl)-1H-pyrrolo[2,3-b]pyridine ClC1=CC=C2C(=N1)N(C=C2C2=NC(=NC=C2C(F)(F)F)OCC(F)(F)F)S(=O)(=O)C2=CC=CC=C2